N1=CC(=CC=C1C#N)C=1CCNCC1 1',2',3',6'-tetrahydro-[3,4'-bipyridine]-6-carbonitrile